C(C)(C)(C)OC(=O)NCC1=NN=C(O1)C(=O)OCC ethyl 5-(((tert-butoxycarbonyl) amino) methyl)-1,3,4-oxadiazole-2-carboxylate